C(C)N(CC(C)C)C(C)C N-ethyl-N-isopropyl-2-methylpropan-1-amine